[(6Ar,10aR)-1-hydroxy-6,6-dimethyl-3-pentyl-6a,7,10,10a-tetrahydrobenzo[c]chromen-9-yl]methyl-2,2-dimethylpropanoate OC1=C2[C@H]3[C@H](C(OC2=CC(=C1)CCCCC)(C)C)CC=C(C3)COC(C(C)(C)C)=O